tris(isocyanatomethyl)-methylbenzene N(=C=O)CC1=C(C(=C(C=C1)C)CN=C=O)CN=C=O